C(CCC)C1=CC=CC=C1 2-butylbenzene